(Z)-ethyl (((2-bromopyridin-4-yl)amino)((2-oxoethyl)thio)methylene)carbamate BrC1=NC=CC(=C1)N/C(/SCC=O)=N/C(OCC)=O